ClC1=C(C=2N=C(N=C(C2C(=N1)O[C@@H](C)[C@@H]1[C@H]2CC[C@@H](CN1)N2C(=O)OC(C)(C)C)O)SC)F tert-butyl (1R,2S,5S)-2-((S)-1-((7-chloro-8-fluoro-4-hydroxy-2-(methylthio) pyrido[4,3-d]pyrimidin-5-yl) oxy) ethyl)-3,8-diazabicyclo[3.2.1]octane-8-carboxylate